N-(3-chloro-2-nitrophenyl)-1-methylpiperidine-4-amine ClC=1C(=C(C=CC1)NC1CCN(CC1)C)[N+](=O)[O-]